C[C@@H]1C[C@](O1)(C1=NN=CN1C)C=1C=C(C=CC1)N1CC2=C(C=C(C=C2C1=O)CN(C(OC(C)(C)C)=O)C1(CCC1)C)C(F)(F)F tert-butyl ((2-(3-((2R,4R)-4-methyl-2-(4-methyl-4H-1,2,4-triazol-3-yl)oxetan-2-yl)phenyl)-3-oxo-7-(trifluoromethyl)isoindolin-5-yl)methyl)(1-methylcyclobutyl)-carbamate